(S)-(3-aminopyrrolidin-1-yl)(3-methyl-5-(4-(1-((tetrahydro-2H-pyran-4-yl)methyl)piperidin-4-yl)phenyl)thiophen-2-yl)methanone N[C@@H]1CN(CC1)C(=O)C=1SC(=CC1C)C1=CC=C(C=C1)C1CCN(CC1)CC1CCOCC1